tert-Butyl (2R)-2-methyl-4-(3-methyl-2-oxo-1,3-benzoxazol-6-yl)piperazine-1-carboxylate C[C@H]1N(CCN(C1)C1=CC2=C(N(C(O2)=O)C)C=C1)C(=O)OC(C)(C)C